ClC=1C=C(C=CC1)C1=NOC(=C1)NC(CCC(=O)N1C=2N(CCC1)N=CC2)=O N-(3-(3-chlorophenyl)isoxazol-5-yl)-4-(6,7-dihydropyrazolo[1,5-a]pyrimidin-4(5H)-yl)-4-oxobutanamide